C(C)N1N=C(C(=C1)C1=NN2C(=NC=3C(=CC=CC3C2=N1)S(=O)(=O)C)N[C@H]1C(NCCN(C1)C(=O)OCC1=CC=CC=C1)=O)C benzyl (6R)-6-{[2-(1-ethyl-3-methyl-1H-pyrazol-4-yl)-7-(methanesulfonyl)[1,2,4]triazolo[1,5-c]quinazolin-5-yl] amino}-5-oxo-1,4-diazepane-1-carboxylate